N-((3R,4S)-4-(3-chlorophenyl)-1-methylpyrrolidin-3-yl)-3-(2-methylpyridin-4-yl)-1H-pyrazolo[3,4-b]pyridine-5-amide ClC=1C=C(C=CC1)[C@@H]1[C@H](CN(C1)C)NC(=O)C=1C=C2C(=NC1)NN=C2C2=CC(=NC=C2)C